CC1([NH+](C(CCC1)(C)C)[O-])C 2,2,6,6-tetramethylpiperidine 1-oxide